C(C1=CC=CC=C1)OC1=C(C=C2C(=CC=NC2=C1)OC1=C(C=CC=C1F)C1=CC=C(C=C1)CCNC(C(=O)N)=O)OC 4-[(7-benzyloxy-6-methoxyquinolin-4-yl)oxyl-3-fluorophenyl]-N'-(2-phenylethyl)ethanediamide